2,2'-azobis[2-(2-imidazolin-2-yl)propionate] N(=NC(C(=O)[O-])(C)C=1NCCN1)C(C(=O)[O-])(C)C=1NCCN1